5-[4-(dimethoxymethyl)-1-piperidyl]-2-(2,6-dioxo-3-piperidyl)isoindoline-1,3-dione COC(C1CCN(CC1)C=1C=C2C(N(C(C2=CC1)=O)C1C(NC(CC1)=O)=O)=O)OC